N(C1=CC=CC=C1)C1=NC=CC(=N1)C1=CN=CS1 2-anilino-4-(thiazol-5-yl)pyrimidine